(1R,2S,5S)-3-[(2S)-2-amino-3-[ethyl(methyl)amino]propanoyl]-6,6-dimethyl-3-azabicyclo[3.1.0]hexane-2-carboxylic acid N[C@H](C(=O)N1[C@@H]([C@H]2C([C@H]2C1)(C)C)C(=O)O)CN(C)CC